FC1(CCN(C1)C(=O)[O-])F 4,4-difluoropyrrolidine-1-carboxylate